5-bromo-3-methyl-1-tosyl-1H-pyrazolo[4,3-b]pyridine BrC1=CC=C2C(=N1)C(=NN2S(=O)(=O)C2=CC=C(C)C=C2)C